C(C)N(C(=O)C=1C2=CN(N=C2C(=CC1)C(=O)O)C)CC 4-(diethylcarbamoyl)-2-methyl-2H-indazole-7-carboxylic acid